3-(6-amino-5-carbamoyl-4'-sulfamoyl-[1,1'-biphenyl]-3-yl)prop-2-yn-1-yl 4-methoxybenzoate COC1=CC=C(C(=O)OCC#CC=2C=C(C(=C(C2)C(N)=O)N)C2=CC=C(C=C2)S(N)(=O)=O)C=C1